2,4-dichloro-7,8-dihydro-5H-pyrano[4,3-b]pyridine ClC1=CC(=C2C(=N1)CCOC2)Cl